FC1C2=CC(C=CC2(C2(C(CC3(C(C(CC3C2C1)O)(C(CO)=O)O)C)O)F)C)=O 6,9-difluoro-11,16,17-trihydroxy-17-(2-hydroxyacetyl)-10,13-dimethyl-6,7,8,9,10,11,12,13,14,15,16,17-Dodecahydro-3H-cyclopenta[a]phenanthrene-3-one